C1(=CC=CC=C1)C=1NC=C(N1)C1=CC=CC=C1 2,4-Diphenylimidazole